2-(4-(1-Methyl-1H-pyrazol-4-yl)phenyl)-N-(5-methylthiazol-2-yl)acetamide CN1N=CC(=C1)C1=CC=C(C=C1)CC(=O)NC=1SC(=CN1)C